C(C1=CC=CC=C1)OC1(C2=NN=C(C=3C(=CC(=C(N4CCC[C@H]4CC=CCC1)N3)C=3CCOCC3)[N+](=O)[O-])O2)C(F)(F)F (12S)-6-(benzyloxy)-18-(3,6-dihydro-2H-pyran-4-yl)-20-nitro-6-(trifluoromethyl)-22-oxa-3,4,16,21-tetraazatetracyclo[15.3.1.12,5.012,16]docosa-1(21),2,4,9,17,19-hexaene